p-bis(2,4,6-trihydroxybenzoyl)benzene OC1=C(C(=O)C2=CC=C(C=C2)C(C2=C(C=C(C=C2O)O)O)=O)C(=CC(=C1)O)O